C1(CCC1)C=1C(=NN(C1NC(=O)C1CC2(C1)CC(C2)(F)F)C)C2=CC=C(C=C2)F N-(4-cyclobutyl-3-(4-fluorophenyl)-1-methyl-1H-pyrazol-5-yl)-6,6-difluorospiro[3.3]heptane-2-carboxamide